CN1N=C(C(=C1C)O)C1=CC=C(C=C1)S(=O)(=O)C(C)(C)C 1,5-dimethyl-3-(4-(tert-butylsulfonyl)phenyl)-pyrazole-4-ol